(E)-Alanine N[C@@H](C)C(=O)O